C(C)[NH-] ethanaminide